4-Methyl-6-({5-[(2S)-oxolane-2-carbonyl]-1H,2H,3H,4H,5H,6H-pyrrolo[3,4-c]pyrrol-2-yl}sulfonyl)-3,4-dihydro-1,4-benzoxazine CN1CCOC2=C1C=C(C=C2)S(=O)(=O)N2CC=1CN(CC1C2)C(=O)[C@H]2OCCC2